2-methyl-4-(2-thienyl)-3-butynylmethyl carbonate C(OCCC(C#CC=1SC=CC1)C)([O-])=O